O=C1N(CCC(N1)=O)C1=CC=C(C(=O)N2CCN(CC2)C(=O)OC(C)(C)C)C=C1 tert-butyl 4-(4-(2,4-dioxotetrahydropyrimidin-1(2H)-yl)benzoyl)piperazine-1-carboxylate